BrC=1C=C2CN(CC2=CC1C(F)(F)F)C(CC[C@@]1(C(NC(N1)=O)=O)C1CC1)=O (s)-5-(3-(5-bromo-6-(trifluoromethyl)isoindolin-2-yl)-3-oxopropyl)-5-cyclopropylimidazolidine-2,4-dione